Methyl 3-amino-4-((cyclopropylmethyl) amino)-5-fluorobenzoate NC=1C=C(C(=O)OC)C=C(C1NCC1CC1)F